2-methoxy-4-(3-nitrophenyl)pyridine COC1=NC=CC(=C1)C1=CC(=CC=C1)[N+](=O)[O-]